benzyl 8-(6-((4,4-difluorocyclohexyl)carbamoyl)-5,6,7,8-tetrahydro-1,6-naphthyridin-2-yl)-3,8-diazabicyclo[3.2.1]octane-3-carboxylate FC1(CCC(CC1)NC(=O)N1CC=2C=CC(=NC2CC1)N1C2CN(CC1CC2)C(=O)OCC2=CC=CC=C2)F